BrC1=NC(=CC(=C1)C1OCCN(C1)C(=O)[O-])Cl 6-(2-bromo-6-chloropyridin-4-yl)morpholine-4-carboxylate